ClC1=CC=C(C=C1)C1=NC2=C(N1[C@H](C(=O)NC1CCCCC1)C1CCCCC1)C=C(C(=C2)F)F (S)-2-[2-(4-chloro-phenyl)-5,6-difluoro-benzoimidazol-1-yl]-2,N-dicyclohexyl-acetamide